2-(2-hydroxy-4-[2-hydroxy-3-dodecyloxy-propyloxy]-phenyl)-4,6-bis-(2,4-dimethylphenyl)-1,3,5-triazine OC1=C(C=CC(=C1)OCC(COCCCCCCCCCCCC)O)C1=NC(=NC(=N1)C1=C(C=C(C=C1)C)C)C1=C(C=C(C=C1)C)C